ClC1=CC(=CN=N1)N(C)CC=1N=C2N(C=C(C=C2N2C(N(C(C2)=O)C)=O)C2CC2)C1 1-(2-(((6-chloropyridazin-4-yl)(methyl)amino)methyl)-6-cyclopropylimidazo[1,2-a]pyridin-8-yl)-3-methylimidazolidine-2,4-dione